acrylate (GLYCIDYL METHACRYLATE) C(C1CO1)C=C(C(=O)O)C.C(C=C)(=O)O